C(=C)[Si](C=C)(C=C)Cl trivinyl-silicon chloride